2-((2-((3,4-dimethoxyphenyl)amino)-2-oxoethyl)thio)-1H-imidazole-4-carboxylic acid ethyl ester C(C)OC(=O)C=1N=C(NC1)SCC(=O)NC1=CC(=C(C=C1)OC)OC